FC=1C=C(C=CC1F)CN1C[C@H](NCC1)C1=C(C=CC=C1)C (3R)-1-[(3,4-difluorophenyl)methyl]-3-(2-methylphenyl)piperazine